methyl-1-((3-fluoro-5-methylpyridin-4-yl)methyl)-1H-pyrrole-2-carboxylate COC(=O)C=1N(C=CC1)CC1=C(C=NC=C1C)F